(2R,3R,4S,5R,6R)-3,5-dihydroxy-6-(hydroxymethyl)-4-(4-(3,4,5-trifluorophenyl)-1H-1,2,3-triazol-1-yl)tetrahydro-2H-pyran-2-carboxylic acid O[C@H]1[C@@H](O[C@@H]([C@@H]([C@@H]1N1N=NC(=C1)C1=CC(=C(C(=C1)F)F)F)O)CO)C(=O)O